β-methyl-γ-thionobutyrolactone CC1CC(=S)OC1